5-Methyl-N-{(1S)-1-(4-methylcyclohexyl)-2-oxo-2-[(2-oxospiro[1H-pyrrolo[3,2-c]pyridine-3,4'-oxane]-6-yl)amino]ethyl}-2-(oxan-4-yl)pyrazole-3-carboxamide CC=1C=C(N(N1)C1CCOCC1)C(=O)N[C@H](C(NC1=CC2=C(C=N1)C1(CCOCC1)C(N2)=O)=O)C2CCC(CC2)C